5-(1H-indol-7-yl)-1-isopropyl-3-methyl-N-[(1-methylpyrazol-4-yl)methyl]Pyrazolo[4,3-b]Pyridin-7-amine N1C=CC2=CC=CC(=C12)C1=CC(=C2C(=N1)C(=NN2C(C)C)C)NCC=2C=NN(C2)C